tert-butyl rac-(1R,5S)-9-[(6-isopropoxy-3-pyridyl)methyl]-3-oxa-7,9-diazabicyclo[3.3.1]nonane-7-carboxylate C(C)(C)OC1=CC=C(C=N1)CN1[C@H]2COC[C@@H]1CN(C2)C(=O)OC(C)(C)C |r|